3-(1,2,3,5,6,7-hexahydro-s-indacen-4-yl)-1-[(1-methylpyrrolidin-3-yl)[1-(propan-2-yl)-1H-pyrazol-4-yl]sulfamoyl]urea Sodium Salt [Na].C1CCC2=C(C=3CCCC3C=C12)NC(NS(N(C=1C=NN(C1)C(C)C)C1CN(CC1)C)(=O)=O)=O